(2R,4S)-6-chloro-4-hydroxy-N-(3-{4-[(3S)-3-(trifluoromethoxy)pyrrolidine-1-carbonyl]-1H-pyrazol-1-yl}bicyclo[1.1.1]pentan-1-yl)-3,4-dihydro-2H-1-benzopyran-2-carboxamide ClC=1C=CC2=C([C@H](C[C@@H](O2)C(=O)NC23CC(C2)(C3)N3N=CC(=C3)C(=O)N3C[C@H](CC3)OC(F)(F)F)O)C1